2-[1-(2-Difluoromethyl-pyridin-4-yl)-azetidin-3-yl]-1-(5,8,8-trimethyl-3,6,8,9-tetrahydro-1H-7-oxa-2,4-diaza-cyclopenta[a]naphthalen-2-yl)-ethanone FC(C1=NC=CC(=C1)N1CC(C1)CC(=O)N1CC=2C(=C3CC(OCC3=C(N2)C)(C)C)C1)F